N1(CCOCC1)C1(CCCCC1)CNC(=O)C1=NC(=C(N=C1N)C(F)(F)F)Br 3-Amino-6-bromo-5-trifluoromethyl-pyrazine-2-carboxylic acid (1-morpholin-4-yl-cyclohexylmethyl)-amide